bis(2-(3-aminopropoxy) ethyl) ether NCCCOCCOCCOCCCN